BrC(=C)C(C(F)(F)F)(C(F)(F)F)F 2-bromo-3,4,4,4-tetrafluoro-3-(trifluoromethyl)but-1-ene